lactose monohydrate sodium [Na].O.OC1[C@H](O)[C@@H](O)[C@H](O[C@H]2[C@H](O)[C@@H](O)[C@@H](O)[C@H](O2)CO)[C@H](O1)CO